C1(CCCCCCC\C=C/CCCCC1)=O (Z)-cyclopentadec-9-en-1-one